C(=O)(OC(C)(C)C)N1[C@@H](CCC1)C(=O)O N-Boc-L-Proline